FC(C1=NC=2C(=C3C(=NC2)NC=C3)N1C=1C=NN(C1)CCC#N)(F)F 3-(4-(2-(Trifluoromethyl)imidazo[4,5-d]pyrrolo[2,3-b]pyridin-1(6H)-yl)-1H-pyrazol-1-yl)propanenitrile